1-[(2R,3R,4S,5S)-4-hydroxy-5-(iodomethyl)-3-methoxytetrahydro-2-furyl]-1,2,3,4-tetra-hydropyrimidine-2,4-dione O[C@H]1[C@H]([C@@H](O[C@@H]1CI)N1C(NC(C=C1)=O)=O)OC